C(N)(O[C@H](C(NCC1=CC=C(C=C1)C1=CC=C(C=C1)C(F)(F)F)=O)CCCC)=O (S)-(1-oxo-1-(((4'-(trifluoromethyl)-[1,1'-biphenyl]-4-yl) methyl) amino) hex-2-yl) carbamate